1-(4-(6-chloro-7-(3-methoxy-naphthalen-1-yl)quinazolin-4-yl)piperazin-1-yl)prop-2-en-1-one ClC=1C=C2C(=NC=NC2=CC1C1=CC(=CC2=CC=CC=C12)OC)N1CCN(CC1)C(C=C)=O